6-(Trifluoromethyl)-3-pyridylpyridin-3-ol FC(C1=CC=C(C=N1)C1=NC=CC=C1O)(F)F